OC1=C([C@H](OC1=O)[C@H](CO)O)[O-].[Na+] sodium (2R)-4-hydroxy-5-oxo-2-[(1S)-1,2-dihydroxyethyl]-2H-furan-3-olate